C(C)(C)(C)OC(NC1=CC(=NC=C1OCCCF)NC(C)=O)=O (2-Acetamido-5-(3-fluoropropoxy)pyridin-4-yl)carbamic acid tert-butyl ester